OC1=C(C=CC(=C1)OCC=C(C)C)C(C=CC1=CC=C(C=C1)C)=O 1-[2-Hydroxy-4-(3-methylbut-2-enoxy)phenyl]-3-(4-methylphenyl)prop-2-en-1-one